FC1=C(C(=O)OC(C2=C(C=CC=C2C(F)(F)F)F)=O)C(=CC=C1)C(F)(F)F 2-fluoro-6-(trifluoromethyl)benzoic acid anhydride